HYDROXYLAMIN NO